BrC1=CC=C(C(=N1)N(CC1=CC=C(C=C1)OC)CC1=CC=C(C=C1)OC)OC 6-bromo-3-methoxy-N,N-bis(4-methoxybenzyl)pyridin-2-amine